3,4-diaminobenzyl alcohol dihydrochloride Cl.Cl.NC=1C=C(CO)C=CC1N